tert-butyl N-[1-[4-[3-[[(4S)-8-chloro-5-fluoro-chroman-4-yl]carbamoylamino]pyrazol-1-yl]phenyl]-1-methyl-ethyl]carbamate ClC=1C=CC(=C2[C@H](CCOC12)NC(=O)NC1=NN(C=C1)C1=CC=C(C=C1)C(C)(C)NC(OC(C)(C)C)=O)F